C1(CC1)C1=NN(C=C1C1=NC2=CC(=CC=C2N=C1)C1CN(C1)C)[C@@H]1C[C@H](C1)CN (trans-3-(3-cyclopropyl-4-(7-(1-methylazetidin-3-yl)quinoxalin-2-yl)-1H-pyrazol-1-yl)cyclobutyl)methylamine